tert-butyl 4-((cyclopropylamino) methyl)-1H-pyrazole-1-carboxylate C1(CC1)NCC=1C=NN(C1)C(=O)OC(C)(C)C